rac-(R)-1-(2-(4-(2-(tert-butyl)phenyl)piperidin-1-carbonyl)pyrrolidin-1-yl)ethan-1-one C(C)(C)(C)C1=C(C=CC=C1)C1CCN(CC1)C(=O)[C@@H]1N(CCC1)C(C)=O |r|